O1C(=NCC1)C1=C(C(=C(C=C1CCCCC)O)C1=CC(=CC=C1)C)O 3-(4,5-dihydrooxazol-2-yl)-3'-methyl-4-pentyl-[1,1'-biphenyl]-2,6-diol